(4-(2-aminoethyl)phenyl)(5H-pyrrolo[3,4-b]pyridin-6(7H)-yl)methanone NCCC1=CC=C(C=C1)C(=O)N1CC2=NC=CC=C2C1